FC(C1=CC=C(C=C1)C=1NC2=C(N1)C=CC(=C2)CN2CCNCC2)(F)F N4-[[2-[4-(trifluoromethyl)phenyl]-benzimidazol-5-yl]methyl]-piperazine